3-(3,4-dichlorobenzylamino)-5-cyanopyrazine-2-carboxamide ClC=1C=C(CNC=2C(=NC=C(N2)C#N)C(=O)N)C=CC1Cl